(2'R,3'R,4'S,5'S,6'R)-6-(4-ethoxybenzyl)-6'-(hydroxymethyl)-7-meth-yl-3',4',5',6'-tetrahydro-spiro[benzo[d][1,3]dioxine-4,2'-pyran]-3',4',5'-triol C(C)OC1=CC=C(CC2=CC3=C(OCO[C@]34O[C@@H]([C@H]([C@@H]([C@H]4O)O)O)CO)C=C2C)C=C1